1-[5-ethylsulfonyl-6-[3-methyl-6-(trifluoromethyl)imidazo[4,5-b]pyridin-2-yl]-2-pyridinyl]cyclopropanecarbonitrile C(C)S(=O)(=O)C=1C=CC(=NC1C1=NC=2C(=NC=C(C2)C(F)(F)F)N1C)C1(CC1)C#N